CC1=NN(C=C1C(=O)OC)C(F)(F)F methyl 3-methyl-1-(trifluoromethyl)-1H-pyrazole-4-carboxylate